N1=C(C=CC2=NC=CC=C12)NC1=NC=CC(=C1)N1CC(C1)OC1CCN(CC1)CCOC=1C=C2C(N(C(C2=CC1)=O)C1C(NC(CC1)=O)=O)=O 5-(2-(4-((1-(2-((1,5-naphthyridin-2-yl)amino)pyridin-4-yl)azetidin-3-yl)oxy)piperidin-1-yl)ethoxy)-2-(2,6-dioxopiperidin-3-yl)isoindoline-1,3-dione